O=C(CC(=O)OCC)C1=C(C=CC=C1)C ethyl 3-oxo-3-(o-tolyl)propanoate